3-[4-(aminomethyl)phenyl]-2-(2-amino-3-pyridyl)imidazo[4,5-b]pyridine-6-carboxamide trifluoroacetate FC(C(=O)O)(F)F.NCC1=CC=C(C=C1)N1C(=NC=2C1=NC=C(C2)C(=O)N)C=2C(=NC=CC2)N